OC1=C(C=CC(=C1)O)C=1SC2=C(N1)C=CC=C2 2-(2,4-dihydroxyphenyl)-1,3-benzothiazole